NCC1=NNC(C2=CC=C(C=C12)C=1C=NC2=CC=CC=C2C1)=O 4-(aminomethyl)-6-(quinolin-3-yl)phthalazin-1(2H)-one